ClC=1C=C(C=CC1)[C@H](C(=O)N1CC2=C(N=C(NC2=O)C2(CC2)C=2C=NC=C(C2)C2=CCCC2)CC1)O (R)-6-(2-(3-chlorophenyl)-2-hydroxyacetyl)-2-(1-(5-(cyclopent-1-en-1-yl)pyridin-3-yl)cyclopropyl)-5,6,7,8-tetrahydropyrido[4,3-d]pyrimidin-4(3H)-one